2-(4-(4,5-dimethoxy-2-(quinoline-3-carboxamido)benzamido)phenethyl)-6,7-dimethoxy-1,2,3,4-tetrahydroisoquinolin-2-ium COC1=CC(=C(C(=O)NC2=CC=C(CC[NH+]3CC4=CC(=C(C=C4CC3)OC)OC)C=C2)C=C1OC)NC(=O)C=1C=NC2=CC=CC=C2C1